2-phenyl-3,5,7-trihydroxyquinolin-4-one C1(=CC=CC=C1)C1=NC2=CC(=CC(=C2C(C1O)=O)O)O